N1-([1,1':3',1''-terphenyl]-2'-yl-2,2'',3,3'',4,4'',5,5'',6,6''-d10)-N2-(3-((9-(4-(tert-butyl)pyridin-2-yl)-9H-carbazol-2-yl)amino)phenyl)benzene-1,2-diamine C1(=C(C(=C(C(=C1[2H])[2H])[2H])[2H])[2H])C1=C(C(=CC=C1)C1=C(C(=C(C(=C1[2H])[2H])[2H])[2H])[2H])NC=1C(=CC=CC1)NC1=CC(=CC=C1)NC1=CC=2N(C3=CC=CC=C3C2C=C1)C1=NC=CC(=C1)C(C)(C)C